C(C)(C)(C)OC(=O)N[C@H](C(=O)N1N[C@@H](CCC1)C(=O)OC)CC1=CC(=CC(=C1)O[Si](C(C)C)(C(C)C)C(C)C)B1OC(C(O1)(C)C)(C)C methyl (S)-1-((S)-2-((tert-butoxycarbonyl)amino)-3-(3-(4,4,5,5-tetramethyl-1,3,2-dioxaborolan-2-yl)-5-((triisopropylsilyl)oxy)phenyl)propanoyl)hexahydropyridazine-3-carboxylate